C(C)C1=C(C=CC=C1)C1=NCC2=NN=C(N2C=2SC=3CC(CC3C12)C(=O)OC)C methyl 9-(2-ethylphenyl)-3-methyl-16-thia-2,4,5,8-tetraazatetracyclo-[8.6.0.02,6.011,15]hexadeca-1(10),3,5,8,11(15)-pentaene-13-carboxylate